C1(=CC=C2C=CC=C3C4=CC=CC5=CC=CC(C1=C23)=C45)C(=O)O peryleneic acid